FC=1C=2N(C=C(C1)NC(=O)C1=CC=C(C3=CN(N=C13)C)N1CCOCC1)C=C(N2)C N-{8-fluoro-2-methylimidazo[1,2-a]pyridin-6-yl}-2-methyl-4-(morpholin-4-yl)indazole-7-carboxamide